C1(=C(C=CC=C1)C1C(C2=C(OCC1)C=CC=C2)O)C 4-(o-tolyl)-2,3,4,5-tetrahydrobenzo[b]oxepin-5-ol